NC=1C(=NC=CC1)NC1N(CCCC1)C(=O)[O-] ((3-amino-2-pyridyl)amino)piperidin-1-carboxylate